(R)-2-(1-(4-(2-((1-(5-chloro-6-oxo-1,6-dihydropyridazin-4-yl)pyrrolidin-3-yl)oxy)pyridin-4-yl)-3,5-dimethyl-1H-pyrazol-1-yl)cyclobutyl)acetonitrile ClC1=C(C=NNC1=O)N1C[C@@H](CC1)OC1=NC=CC(=C1)C=1C(=NN(C1C)C1(CCC1)CC#N)C